4,4'-thio-bis(6-tert-butyl-m-methylphenol) S(C1=C(C=C(C(=C1)C(C)(C)C)O)C)C1=C(C=C(C(=C1)C(C)(C)C)O)C